C(C)C(CCCCC[Mg]Cl)CC 6,6-diethylhexyl-magnesium chloride